C(C)OC(=O)C1=CC2=C(S1)C[C@]1(C(NC3=NC=CC=C31)=O)C2 (R)-2'-oxo-1',2',4,6-tetrahydrospiro[cyclopenta[b]thiophene-5,3'-pyrrolo[2,3-b]pyridine]-2-carboxylic acid ethyl ester